OCC1=CC(=CS1)C=1N=NN(C1)C1C(NC(CC1)=O)=O 3-{4-[5-(hydroxymethyl)thiophen-3-yl]-1H-1,2,3-triazol-1-yl}piperidine-2,6-dione